N-(2-(1H-pyrazol-1-yl)benzyl)-2-(4-(aminomethyl)piperidin-1-yl)-9-isopropyl-9H-purin-6-amine N1(N=CC=C1)C1=C(CNC2=C3N=CN(C3=NC(=N2)N2CCC(CC2)CN)C(C)C)C=CC=C1